6-(4-bromobenzyl)-N4-(5-methyl-1H-pyrazol-3-yl)-1H-pyrazolo[3,4-d]pyrimidine-4,6-diamine BrC1=CC=C(CC2(N=C(C=3C(=N2)NNC3)NC3=NNC(=C3)C)N)C=C1